CC1=C(C(=O)OCCSC2=C3C=CC=NC3=C3N=CC=CC3=C2)C=CC(=C1OC)S(NC1=NOC2=C1C(=CC(=C2)CN2N=CC(=C2)CNC(=O)OC(C)(C)C)OC)(=O)=O 2-((1,10-phenanthroline-5-yl)thio)ethan-1-ol methyl-4-(N-(6-((4-(((tert-butoxycarbonyl)amino)methyl)-1H-pyrazol-1-yl)methyl)-4-methoxybenzo[d]isoxazol-3-yl)sulfamoyl)-3-methoxybenzoate